2-chloro-1-(6-hydroxy-2-azaspiro[3.3]hept-2-yl)ethan-1-one ClCC(=O)N1CC2(C1)CC(C2)O